C(C=C)(=O)OC1CCC(CC1)C(C)(C)C 4-Tert-butylcyclohexanol acrylate